NC1=C(C=C(C=N1)C1=CC=C(C=C1)C(=O)N1CCC(CC1)N1CCCC1)OCC1=C(C=CC=C1)Cl {4-[6-amino-5-(2-chloro-benzyloxy)-pyridin-3-yl]-phenyl}-(4-pyrrolidin-1-yl-piperidin-1-yl)-methanone